2,6-dichloropyridine-3-carboxylic acid ClC1=NC(=CC=C1C(=O)O)Cl